5-[(R)-(3,4-difluorophenyl)(hydroxy)methyl]cyclopentane-1,2-diol FC=1C=C(C=CC1F)[C@@H](C1CCC(C1O)O)O